ethyl 2-(3-chloro-2-fluoro-4-(4-hydroxy-3-isopropylbenzyl)-5-vinylphenoxy)acetate ClC=1C(=C(OCC(=O)OCC)C=C(C1CC1=CC(=C(C=C1)O)C(C)C)C=C)F